methyl (cis)-3-sulfamoylcyclobutane-1-carboxylate S(N)(=O)(=O)[C@H]1C[C@H](C1)C(=O)OC